cobalt-copper hydroxide [Cu](O)O.[Co]